CS(=O)(=O)CCC1=CC(=NO1)CC#N 2-(5-(2-(Methylsulfonyl)ethyl)isoxazol-3-yl)acetonitrile